(±)-4-(3-(1H-indazol-4-yl)-1,4-oxazepan-4-yl)-6-methylpyrimidin-2-amine N1N=CC2=C(C=CC=C12)[C@@H]1COCCCN1C1=NC(=NC(=C1)C)N |r|